(3-(methyl-d3)-2-oxabicyclo[2.1.1]hexan-1-yl-4-d)methanol C(C1OC2(CC1(C2)[2H])CO)([2H])([2H])[2H]